CC(C)=CCC\C(\C)=C\C=O E,Z-citral